benzyl 2-(2-methoxyethoxy)ethyl hexanedioate C(CCCCC(=O)OCCOCCOC)(=O)OCC1=CC=CC=C1